(S)-5-((8-methyl-4-oxochroman-7-yl)oxy)-5,6,7,8-tetrahydronaphthalene-2-carboxamide CC=1C(=CC=C2C(CCOC12)=O)O[C@@H]1C=2C=CC(=CC2CCC1)C(=O)N